C1(=CC=CC=C1)C1\C(\C(NC1)=O)=C/C1=CC=C2C(=NNC2=C1)\C=C\C1=CC=C(C=C1)CN1CCCCC1 (E)-4-phenyl-3-((3-((E)-4-(piperidin-1-ylmethyl)styryl)-1H-Indazol-6-yl)methylene)pyrrolidin-2-one